N1C=NC=C1.C1(=CC=CC=C1)S(=O)(=O)O.C(C1=CC(C(=O)O)=CC=C1)(=O)OC methyl isophthalate benzenesulfonate imidazole salt